5-{[1-(trifluoromethyl)cyclopentyl]amino}pentanoic acid FC(C1(CCCC1)NCCCCC(=O)O)(F)F